melissyl acrylate C(C=C)(=O)OCCCCCCCCCCCCCCCCCCCCCCCCCCCCCC